tert-Butyl 4-(6-(5-Bromo-1-methyl-2-oxo-1,2-dihydropyridin-3-ylamino) pyridin-3-yl)-3,3-dimethylpiperazine-1-carboxylate BrC=1C=C(C(N(C1)C)=O)NC1=CC=C(C=N1)N1C(CN(CC1)C(=O)OC(C)(C)C)(C)C